4,6-Difluoro-N-(2-((2R,3R)-2-methylpyrrolidin-3-yl)thieno[2,3-b]pyridin-4-yl)benzo[d]thiazol-5-amine FC1=C(C(=CC2=C1N=CS2)F)NC2=C1C(=NC=C2)SC(=C1)[C@H]1[C@H](NCC1)C